(rac)-2'-[6-amino-5-(trifluoromethoxy)pyridin-3-yl]-N-[1-(3-fluorophenyl)cyclobutyl]-5',6'-dihydrospiro[pyrrolidine-3,4'-pyrrolo[1,2-b]pyrazole]-1-carboxamide NC1=C(C=C(C=N1)C=1C=C2N(N1)CC[C@]21CN(CC1)C(=O)NC1(CCC1)C1=CC(=CC=C1)F)OC(F)(F)F |r|